(2R,3R,11bR)-3-(2,2-dimethylpropyl)-10-methoxy-9-[(2R)-3,3,3-trifluoro-2-hydroxypropoxy]-1H,2H,3H,4H,6H,7H,11bH-pyrido[2,1-a]isoquinolin-2-ol CC(C[C@H]1[C@@H](C[C@H]2N(CCC3=CC(=C(C=C23)OC)OC[C@H](C(F)(F)F)O)C1)O)(C)C